C[C@@H]1N[C@@H](C[C@]2(C1)C(NC1=CC=C(C=C12)C(F)(F)F)=O)C=1N=NN(C1)C (2'S,3S,6'S)-2'-methyl-6'-(1-methyltriazol-4-yl)-5-(trifluoromethyl)spiro[indoline-3,4'-piperidin]-2-one